1-ethyl-3,6-dihydropyrrolo[3,2-e]indole C(C)C1=CNC=2C1=C1C=CNC1=CC2